N-(cyclohexylmethyl)-6-(1H-indol-5-yl)picolinamide C1(CCCCC1)CNC(C1=NC(=CC=C1)C=1C=C2C=CNC2=CC1)=O